C(C)(C)(C)OC(=O)N1C=CC2=C(C(=CC(=C12)C)C=COCC)CN1[C@@H](CC2(CCCC2=O)CC1)C1=CC=C(C=C1)C(=O)OC 5-(2-ethoxyvinyl)-4-(((7S)-7-(4-(methoxycarbonyl)phenyl)-1-oxo-8-azaspiro[4.5]dec-8-yl)methyl)-7-methyl-1H-indole-1-carboxylic acid tert-butyl ester